C(C1=CC=CC=C1)OC(=O)N[C@H](C(=O)O)C(C1CCCCC1)C1CCCCC1 (S)-2-((benzyloxycarbonyl)amino)-3,3-dicyclohexylpropionic acid